4-morpholino-2-(3-phenylpyrazol-1-yl)-6-(2-pyridyl)furo[3,2-d]pyrimidine O1CCN(CC1)C=1C2=C(N=C(N1)N1N=C(C=C1)C1=CC=CC=C1)C=C(O2)C2=NC=CC=C2